(S)-4-methyl-N-(4-morpholinophenyl)-2-(3-nitrophenylsulfonamido)pentanoamide CC(C[C@@H](C(=O)NC1=CC=C(C=C1)N1CCOCC1)NS(=O)(=O)C1=CC(=CC=C1)[N+](=O)[O-])C